3-(4-bromopyridin-2-yl)-5-methyl-1,2,4-oxadiazole BrC1=CC(=NC=C1)C1=NOC(=N1)C